2-amino-5-(3-amino-7-(1H-pyrazol-4-yl)isoxazolo[4,5-c]pyridin-4-yl)-N-propylbenzamide NC1=C(C(=O)NCCC)C=C(C=C1)C1=NC=C(C2=C1C(=NO2)N)C=2C=NNC2